C(C)OC1=NC2=C(C=CC=C2C=C1)C=1C(=NC(=CC1)CC)N (2-ethoxyquinolin-8-yl)-6-ethylpyridin-2-amine